C1(CCC1)CNCC=1C=CC=2N(C1)C=C(N2)CN2C(C1=CN=CC(=C1C=C2)NC2CC2)=O 2-[[6-[(cyclobutylmethylamino)methyl]imidazo[1,2-a]pyridin-2-yl]methyl]-5-(cyclopropylamino)-2,7-naphthyridin-1-one